spiro[cyclobutane-1,7'-furo[3,4-d]pyrimidine]-2'-carbonitrile N1=C(N=CC2=C1C1(OC2)CCC1)C#N